C(C1=CC=CC=C1)OCOC=1C=C(C2=C(C(=CC=C2C1)F)CC)C1=C(C=2N=C(N=C(C2C=N1)OCC(F)(F)F)OC[C@]12CCCN2C[C@@H](C1)F)F 7-(3-((benzyloxy)methoxy)-8-ethyl-7-fluoronaphthalen-1-yl)-8-fluoro-2-(((2R,7aS)-2-fluorotetrahydro-1H-pyrrolizin-7a(5H)-yl)methoxy)-4-(2,2,2-trifluoroethoxy)pyrido[4,3-d]pyrimidine